C1(CCC1)N1CCC2=C(CC1)C1=C(S2)C=C(C=C1)OC(F)(F)F 3-cyclobutyl-8-(trifluoromethoxy)-2,3,4,5-tetrahydro-1H-benzo[4,5]thieno[2,3-d]azepine